5-bromo-N-methyl-4-(6-methylpyridin-2-yl)thiazol-2-amine BrC1=C(N=C(S1)NC)C1=NC(=CC=C1)C